5-hydroxy-1,4-bis(6-hydroxyhexyl)benzene pyrazolo[1,5-a]pyrimidin-3-yl-6-isopropoxy-2-(tetrahydro-2H-pyran-2-yl)-2H-pyrazolo[3,4-b]pyridine-5-carboxylate N1=CC(=C2N1C=CC=N2)OC(=O)C2=CC=1C(N=C2OC(C)C)=NN(C1)C1OCCCC1.OC=1C(=CC=C(C1)CCCCCCO)CCCCCCO